(1R,3S)-3-(1-(tert-butyl)-5-((3-methylpyrazin-2-yl)amino)-1H-pyrazol-3-yl)cyclopentyl isopropylcarbamate C(C)(C)NC(O[C@H]1C[C@H](CC1)C1=NN(C(=C1)NC1=NC=CN=C1C)C(C)(C)C)=O